2-[(7R)-4-Azaspiro[2.5]octan-7-yl]-6-(8-methoxy-2-methyl-imidazo[1,2-b]pyridazin-6-yl)thieno[3,2-b]pyridine C1CC12NCC[C@H](C2)C2=CC1=NC=C(C=C1S2)C=2C=C(C=1N(N2)C=C(N1)C)OC